5-chloro-4-(trifluoromethyl)quinolin-8-ol ClC1=C2C(=CC=NC2=C(C=C1)O)C(F)(F)F